O=C(CNC(OC(C)(C)C)=O)NC1CCNCC1 tert-butyl (2-oxo-2-(piperidin-4-ylamino)ethyl)carbamate